α-Lauroyl-L-arginine ethyl ester C(C)OC([C@@](N)(CCCNC(N)=N)C(CCCCCCCCCCC)=O)=O